N-[2-amino-4-(trifluoromethylsulfanyl)phenyl]-5-(1-cyano-1-methyl-ethoxy)-3-ethylsulfanyl-N-methyl-pyridine-2-carboxamide NC1=C(C=CC(=C1)SC(F)(F)F)N(C(=O)C1=NC=C(C=C1SCC)OC(C)(C)C#N)C